ClC1=CC(=NC(=C1C(=O)NC1=NN=NN1C)OCC1=NN=NN1C)C(F)(F)F 4-chloro-N-(1-methyl-1H-tetrazol-5-yl)-2-((1-methyl-1H-tetrazol-5-yl)methoxy)-6-(trifluoromethyl)nicotinamide